(6aR,10aR)-6,6,9-tris(methyl-d3)-3-pentyl-6a,7,8,10a-tetrahydro-6H-benzo[c]chromen-1-ol C(C1(OC=2C=C(C=C(C2[C@H]2[C@H]1CCC(=C2)C([2H])([2H])[2H])O)CCCCC)C([2H])([2H])[2H])([2H])([2H])[2H]